ClC=1C=NC(=C2C(C=C(N(C12)C1=C(C=C(C=C1Cl)OC[C@@H](C)O)Cl)C)=O)OCCC(=O)NC (R)-3-((8-Chloro-1-(2,6-dichloro-4-(2-hydroxypropoxy)phenyl)-2-methyl-4-oxo-1,4-dihydro-1,6-naphthyridin-5-yl)oxy)-N-methylpropanamide